C1(CC1)CC1=C(C(=NC=C1)F)C 4-(cyclopropylmethyl)-2-fluoro-3-methylpyridine